(2-((tetrahydrofuran-3-yl)oxy)phenyl)methylamine O1CC(CC1)OC1=C(C=CC=C1)CN